C1(=CC=CC=C1)C1(CCCC(N1)=O)C1=CC=CC=C1 6,6-diphenyl-2-piperidone